C(CCC)NC=1C(=C(C=CC1)S(=O)(=O)N)OC1=CC=CC=C1 3-(butylamino)-2-phenoxy-benzenesulfonamide